ClCC(=O)N1CC(C1)O 2-chloro-1-(3-hydroxyazetidin-1-yl)ethane-1-one